N-(3-cyano-1-methyl-5-(1-phenylethyl)-4,5,6,7-tetrahydrothieno[3,2-c]pyridin-2-yl)-2-(4-sulfamoylphenyl)acetamide C(#N)C1=C(S(C2=C1CN(CC2)C(C)C2=CC=CC=C2)C)NC(CC2=CC=C(C=C2)S(N)(=O)=O)=O